2-chloro-4-(3-nitrophenoxy)-5,7-dihydrofurano[3,4-d]pyrimidine ClC=1N=C(C2=C(N1)COC2)OC2=CC(=CC=C2)[N+](=O)[O-]